tert-Butyl (R)-(3,3-dimethyl-1-oxo-1-((4-(1-(phenylsulfonyl)-1H-pyrrolo[2,3-b]pyridin-4-yl)phenyl)amino)butan-2-yl)carbamate CC([C@H](C(NC1=CC=C(C=C1)C1=C2C(=NC=C1)N(C=C2)S(=O)(=O)C2=CC=CC=C2)=O)NC(OC(C)(C)C)=O)(C)C